NC=1C=2N(C=CN1)C(=NC2C2=CC=C(C=C2)[C@@](C)(O)C2=CC(=CC=C2)CC)[C@H]2CN1C(CC[C@@H]1CC2)=O (6R,8aS)-6-(8-Amino-1-{4-[(1R)-1-(3-ethylphenyl)-1-hydroxyethyl]phenyl}imidazo[1,5-a]pyrazin-3-yl)hexahydroindolizin-3(2H)-on